FC(SC1=NN2C(C=CC=C2N)=C1)(F)F ((trifluoromethyl)thio)pyrazolo[1,5-a]pyridin-7-amine